C1(CC1)C=1C(=C(OC2=C(C=C(N=N2)C(C)=O)C2=NOC[C@H](N2)CC2=C(C=C(C=C2)Cl)Cl)C=CC1)F |r| 1-[6-(3-cyclopropyl-2-fluoro-phenoxy)-5-[(5RS)-5-[(2,4-dichlorophenyl)methyl]-5,6-dihydro-4H-1,2,4-oxadiazin-3-yl]pyridazin-3-yl]ethanone